4-[4-Cyano-3-hydroxy-6-(4-trifluoromethoxy-benzyl)-pyridin-2-yl]-4-oxo-butyric acid C(#N)C1=C(C(=NC(=C1)CC1=CC=C(C=C1)OC(F)(F)F)C(CCC(=O)O)=O)O